COC=1C(=NC=C(N1)C1=CN(C(C=C1)=O)C)NC(=O)C=1C(=NOC1C)C1=CC=CC=C1 N-[3-Methoxy-5-(1-methyl-6-oxo-3-pyridyl)pyrazin-2-yl]-5-methyl-3-phenyl-isoxazole-4-carboxamide